CC1=C(C=NC=C1)C1=CC(=CC(N1)=O)C1=CC(=NC=C1)NC1=NC(=NC=C1)C 6-(4-methyl-3-pyridinyl)-4-[2-[(2-methylpyrimidin-4-yl)amino]-4-pyridinyl]-1H-pyridin-2-one